C(C)(C)(C)S(=O)(=O)C=1C(=CC=2N(C1)C=CN2)OCCC(C)O 4-((6-(tert-butylsulfonyl)imidazo[1,2-a]pyridin-7-yl)oxy)butan-2-ol